C(C1=CC=CC=C1)(=O)OC1CCCN=NCCC1 Diazacyclononen-6-yl benzoate